COC(C1=C(C=CC=C1)C1=NC(=NC=C1Cl)NC=1C=NN(C1)C1CCN(CC1)C(COC(C)=O)=O)=O (2-((1-(1-(2-acetoxyacetyl)piperidin-4-yl)-1H-pyrazol-4-yl)amino)-5-chloropyrimidin-4-yl)benzoic acid methyl ester